N1(CCCCC1)C[C@H]1C[C@H](NC1)CONC(=O)[C@H]1N2C(N([C@H](CC1)C2)OS(=O)(=O)O)=O (2S,5R)-N-{[(2S,4S)-4-(Piperidin-1-ylmethyl)-pyrrolidin-2-yl]methyloxy}-7-oxo-6-(sulfooxy)-1,6-diazabicyclo[3.2.1]octane-2-carboxamide